1,2,4,5-tetramethyl-cyclohexane lithium 4-(dimethylamino)imidazo[1,5-a]quinoxaline-8-carboxylate CN(C=1C=2N(C3=CC(=CC=C3N1)C(=O)[O-])C=NC2)C.[Li+].CC2C(CC(C(C2)C)C)C